ethyl 2-{5'-fluoro-1',5-dimethyl-[4,6'-biindazol]-1-yl}acetate FC=1C=C2C=NN(C2=CC1C=1C=2C=NN(C2C=CC1C)CC(=O)OCC)C